CC1=NC2=C(C=CC(=C2C=C1)CNC(C=C)=O)OC1=CC=C(C=C1)C(F)(F)F N-([2-methyl-8-{4-(trifluoromethyl)phenoxy}quinolin-5-yl]methyl)acrylamide